FC1=CC(=C(C(=O)OC)C=C1F)NC1=C(C=C(C=C1)F)C methyl 4,5-difluoro-2-((4-fluoro-2-methylphenyl)-amino)benzoate